(Z)-ethyl 2-hydroxy-4-oxo-4-(thieno[3,2-c]pyridin-2-yl)2-butenoate O\C(\C(=O)OCC)=C/C(C1=CC=2C=NC=CC2S1)=O